1-(3,3,3-trifluoropropanoyl)azetidin FC(CC(=O)N1CCC1)(F)F